1-[(2-benzyl-3-bromo-propoxy)methyl]-4-methoxy-benzene C(C1=CC=CC=C1)C(COCC1=CC=C(C=C1)OC)CBr